OC1=C(C(=CC(=C1)OC)O)C(\C=C/C1=CC=C(C=C1)OC)=O (Z)-1-(2,6-Dihydroxy-4-methoxyphenyl)-3-(4-methoxyphenyl)prop-2-en-1-one